C(#N)C1=NC(=NC(=C1)C)N1CCN(CC1)S(=O)(=O)C1=CC=C(C=C1)NC(=O)C1=C(C=CC=C1)NCC(=O)O 2-((2-((4-((4-(4-cyano-6-methylpyrimidin-2-yl)piperazin-1-yl)sulfonyl)phenyl)carbamoyl)phenyl)amino)acetic acid